(R)-7-(1-methylpiperidin-4-yl)-2-(2-phenylquinoline-7-yl)-4,5,6,7-tetrahydropyrazolo[1,5-a]pyrimidine-3-carboxamide CN1CCC(CC1)[C@H]1CCNC=2N1N=C(C2C(=O)N)C2=CC=C1C=CC(=NC1=C2)C2=CC=CC=C2